Cl.CN1N=C(C2=CC=C(C=C12)N([C@H]1[C@@H](CNCC1)C)C)C1C(NC(CC1)=O)=O 3-[1-methyl-6-[methyl-[(3R,4R)-3-methyl-4-piperidyl]amino]indazol-3-yl]piperidine-2,6-dione hydrochloride